O.O([C@H]1[C@H](O)[C@@H](O)[C@H](O)[C@H](O1)CO)C.CO[C@H]1[C@H](O)[C@@H](O)[C@H](O)[C@H](O1)CO methyl β-D-glucopyranoside hemihydrate